3-[6-[4-[[4-[(3R,5R)-5-[(5-bromo-1-methyl-6-oxo-pyridazin-4-yl)amino]-1-methyl-3-piperidyl]phenyl]methyl]piperazin-1-yl]-2-oxo-1,3-benzoxazol-3-yl]piperidine-2,6-dione BrC1=C(C=NN(C1=O)C)N[C@@H]1C[C@@H](CN(C1)C)C1=CC=C(C=C1)CN1CCN(CC1)C1=CC2=C(N(C(O2)=O)C2C(NC(CC2)=O)=O)C=C1